FC1=C(OC2=C(C=C(C=C2)CCS(=O)(=O)N)C2=CN(C(C(=C2OC)I)=O)C)C=CC(=C1)F (4-(2,4-difluorophenoxy)-3-(5-iodo-4-methoxy-1-methyl-6-oxo-1,6-dihydropyridin-3-yl)phenyl)ethylsulfonamide